ClC=1C=C(NC2=C(C=NC3=CC(=C(C=C23)NC(\C=C\CN(C)C)=O)OCC)C#N)C=CC1OCC1=NC=CC=C1 (E)-N-[4-[3-chloro-4-(pyridin-2-ylmethoxy)anilino]-3-cyano-7-ethoxyquinolin-6-yl]-4-(dimethylamino)but-2-enamide